N-[6-(3,3-dimethylbutyl)-6-azaspiro[2.5]oct-1-yl]adamantane-1-carboxamide CC(CCN1CCC2(CC2NC(=O)C23CC4CC(CC(C2)C4)C3)CC1)(C)C